CC(C)(CC(C)C)N1CCCCC1 1-(2,4-dimethylpentan-2-yl)piperidin